NC1=NC(=CC(=C1)N[C@H](C)CCC)CC1=C(C=C(C=C1)C(=O)N1CCN(CC1)CCO)OC (R)-2-amino-6-(4-(4-(2-hydroxyethyl)piperazine-1-carbonyl)-2-methoxybenzyl)-4-(pentane-2-ylamino)pyridin